4-[(2E)-3-Phenyl-2-propenoyl]phenylacetic acid C1(=CC=CC=C1)/C=C/C(=O)C1=CC=C(C=C1)CC(=O)O